(S)-2-(2,6-dichlorobenzamido)-3-(3-(6-guanidino-1H-benzo[d]imidazol-1-yl)propanamido)propanoic acid ClC1=C(C(=O)N[C@H](C(=O)O)CNC(CCN2C=NC3=C2C=C(C=C3)NC(=N)N)=O)C(=CC=C1)Cl